5-[3-(4-fluorophenyl)-1,2,4-oxadiazol-5-yl]-1,5-dimethylpyrrolidin-2-one FC1=CC=C(C=C1)C1=NOC(=N1)C1(CCC(N1C)=O)C